ClC1=C(C(=CC=C1Cl)O)[C@H]1C[C@H]2C[C@@H](CC(N2C1)=O)N1CCNCC1 (2R,7S,8aS)-2-(2,3-dichloro-6-hydroxyphenyl)-7-(piperazin-1-yl)hexahydroindolizin-5(1H)-one